O1CCC(CC1)OC1CCC(CC1)C=O (1r,4r)-4-(oxan-4-yloxy)cyclohexane-1-carbaldehyde